methyl 2-(3-bromopyrazolo[1,5-a]pyridin-5-yl)-4-(trifluoro-methyl)oxazole-5-carboxylate BrC=1C=NN2C1C=C(C=C2)C=2OC(=C(N2)C(F)(F)F)C(=O)OC